C(C1=CC=CC=C1)OC(=O)N1C(C(CC1)[N+](=O)[O-])CC1=C(C(=CC=C1)Br)F 2-[(3-bromo-2-fluorophenyl)methyl]-3-nitropyrrolidine-1-carboxylic acid benzyl ester